ClC=1C=C(C=CC1S(=O)(=O)C)NC=1SC(=C(N1)C1=CC(=NC=C1)Cl)CO (2-((3-Chloro-4-(methylsulfonyl)phenyl)amino)-4-(2-chloropyridin-4-yl)thiazol-5-yl)methanol